2-(1H-pyrazol-4-yl)-6-(trifluoromethyl)pyridin-4-amine N1N=CC(=C1)C1=NC(=CC(=C1)N)C(F)(F)F